ClC=1C=CC(=C(C1)C1=NC=NC(=C1)OC)N1N=NC(=C1)[Si](C)(C)C 4-{5-chloro-2-[4-(trimethylsilyl)-1H-1,2,3-triazol-1-yl]-phenyl}-6-methoxypyrimidine